C(C)(C)N(CCC1=CNC2=C1C(=NC=C2)OC)C(C)C N,N-diisopropyl-2-(4-methoxy-1H-pyrrolo[3,2-c]pyridin-3-yl)ethan-1-amine